ClC1=C(C2=C(C=3CN4[C@@H](COC31)CN(CC4)C(=O)OC(C)(C)C)N(C=N2)C)C2=C(C=CC=C2O)Cl Tert-butyl (7aR)-5-chloro-4-(2-chloro-6-hydroxyphenyl)-1-methyl-1,7a,8,10,11,13-hexahydroimidazo[4,5-g]pyrazino[2,1-c][1,4]benzoxazepine-9(7H)-carboxylate